OC1=C(C=CC=C1)N=NC1=C(C=CC=C1)O 2,2'-dihydroxyazobenzene